CN(S(=O)(=O)CC)C1CCN(CC1)CCCOC1=CC=C(C=C1)C(C=CC1=CC=C(C=C1)C)=O N-methyl-N-(1-(3-(4-(3-(p-tolyl)acryloyl)phenoxy)propyl)piperidin-4-yl)ethanesulfonamide